C(NS(=O)(=O)C1=CC=CC=C1)([2H])([2H])[2H] N-(methyl-d3)benzenesulfonamide